ClC=1C=C2C(C(=C(N(C2=CC1)O)C)CC1=CC=C(C=C1)OC(F)(F)F)=O 6-chloro-1-hydroxy-2-methyl-3-(4-trifluoromethoxybenzyl)-4(1H)-quinolinone